[Cr](=O)(=O)([O-])[O-].[Al+3].[Cr](=O)(=O)([O-])[O-].[Cr](=O)(=O)([O-])[O-].[Al+3] Aluminium Chromat